(R)-3-chloro-N-(pyrrolidin-3-yl)quinolin-5-amine hydrochloride Cl.ClC=1C=NC=2C=CC=C(C2C1)N[C@H]1CNCC1